BrCCC1=C2C=CN(C2=CC(=C1OC=1C=CC(=C(C#N)C1)F)F)S(=O)(=O)CC1=CC=CC=C1 5-((4-(2-Bromoethyl)-6-fluoro-1-toluenesulfonyl-1H-indol-5-yl)oxy)-2-fluorobenzonitrile